FC1=C(C(=C(C(=C1F)SC)F)F)CCN 2-(2,3,5,6-tetrafluoro-4-(methylthio)phenyl)ethan-1-amine